1-(2,5-difluorophenyl)hexa-3,5-diyne FC1=C(C=C(C=C1)F)CCC#CC#C